ClC(C[SiH2]CC[Si](Cl)(Cl)Cl)Cl dichloroethyl-[2-(trichlorosilyl)ethyl]silane